Methyl 3-(5-(3,5-difluorophenyl)-4,5-dihydro-1H-pyrazole-1-carbonyl)bicyclo[1.1.1]pentane-1-carboxylate FC=1C=C(C=C(C1)F)C1CC=NN1C(=O)C12CC(C1)(C2)C(=O)OC